C(CCCCCCCCCCCCCCCCC)(=O)[O-].C(CCCCCCCCCCCCCCCCC)(=O)[O-].[Al+2] Aluminum Distearate